CNCC1=C(CN(C(=O)C2CCNCC2)CC(NC=2C=C3CC4(C(NC5=NC=CC=C54)=O)CC3=CC2)=O)C=CC=C1 N-(2-((methylamino)methyl)benzyl)-N-(2-oxo-2-((2'-oxo-1,1',2',3-tetrahydrospiro[indene-2,3'-pyrrolo[2,3-b]pyridin]-5-yl)amino)ethyl)piperidine-4-carboxamide